NC1=CC=C(C(=N1)C(CCC=1C=C(C(=C(C1)NC1=C(N=NC(=C1)Cl)C(=O)NC([2H])([2H])[2H])OC)C1=NN(C=N1)C)O)F 4-((5-(3-(6-Amino-3-fluoropyridin-2-yl)-3-hydroxypropyl)-2-methoxy-3-(1-methyl-1H-1,2,4-triazol-3-yl)phenyl)amino)-6-chloro-N-(methyl-d3)pyridazine-3-carboxamide